FC(OC1=C(C(=C(C=C1)OS(=O)(=O)C)COC(C)=O)COC(C)=O)F 1-difluoromethoxy-2,3-bis(acetyloxymethyl)-4-methylsulfonyloxybenzene